N-(2-((1r,3r,5r,7r)-adamantan-2-ylamino)ethyl)-5-(4-chlorophenyl)-1-(2,4-dimethoxyphenyl)-4-methyl-1H-pyrazole-3-carboxamide C12C(C3CC(CC(C1)C3)C2)NCCNC(=O)C2=NN(C(=C2C)C2=CC=C(C=C2)Cl)C2=C(C=C(C=C2)OC)OC